2-FLUORO-6-(PROP-1-YNYL)PYRIDIN-3-YLBORONIC ACID FC1=NC(=CC=C1B(O)O)C#CC